BrC=1C=C(SC1)\C=C\1/OC2=C(C1=O)C=CC(=C2)O (Z)-2-((4-bromothiophen-2-yl)methylene)-6-hydroxybenzofuran-3(2H)-one